C(C)(C)(C)OC(=O)NC(=CC(=O)OC(C)(C)C)N1C[C@@H](CCC1)C1=NC(=NO1)C1=CC=C(C=C1)CCCCCCCCC tert-butyl (R)-3-((tert-butoxycarbonyl)amino)-3-(3-(3-(4-nonylphenyl)-1,2,4-oxadiazol-5-yl)piperidin-1-yl)acrylate